3-chloro-1-[5-(4-methoxyphenyl)-7-(trifluoromethyl)pyrazolo[1,5-a]pyrimidin-3-yl]propan-1-one ClCCC(=O)C=1C=NN2C1N=C(C=C2C(F)(F)F)C2=CC=C(C=C2)OC